3-chloro-5-(3-chlorophenyl)-4-ethyl-picolinenitrile ClC=1C(=NC=C(C1CC)C1=CC(=CC=C1)Cl)C#N